methyl-6-bromo-1-methyl-4-(phenyl (tetrahydro-2H-pyran-4-yl) methyl)-1,4-dihydropyrazolo[3',4':4,5]pyrido[3,2-b]pyridine-3-carboxylate COC(=O)C=1NN(C=2C1C(N=C1C2N=CC=C1Br)C(C1CCOCC1)C1=CC=CC=C1)C